NC(CO)(COCCCCCCCC\C=C/C\C=C/CCCCC)COCCCCCCCC 2-amino-3-[(9Z,12Z)-octadec-9,12-dien-1-yloxy]-2-[(octyloxy)methyl]propan-1-ol